[Na+].C(\C=C/C(=O)[O-])(=O)OCCCCCC(C)C isooctyl maleate sodium